N=1C=CN2N=C(C=CC21)C2=CNC=1N=C(N=C(C12)NC)NC1CCC2(CCO2)CC1 5-(imidazo[1,2-b]pyridazin-6-yl)-N4-methyl-N2-((4r,7r)-1-oxaspiro[3.5]nonan-7-yl)-7H-pyrrolo[2,3-d]pyrimidine-2,4-diamine